1-(1-hydroxy-2-methylpropan-2-yl)-1H-pyrrole-3-carboxylic acid tert-butyl ester C(C)(C)(C)OC(=O)C1=CN(C=C1)C(CO)(C)C